(7-amino-4-bromo-1,3-benzothiazol-6-yl)-[7-fluoro-1-(oxan-2-yl)indazol-4-yl]methanone NC1=C(C=C(C=2N=CSC21)Br)C(=O)C2=C1C=NN(C1=C(C=C2)F)C2OCCCC2